sodium (2Z,2'Z)-4,4'-disulfanediyldibut-2-ene-1-sulfinate S(SC\C=C/CS(=O)[O-])C\C=C/CS(=O)[O-].[Na+].[Na+]